tert-butyl [(3R)-1-cyclopropylpiperidin-3-yl]carbamate C1(CC1)N1C[C@@H](CCC1)NC(OC(C)(C)C)=O